BrC1=C2N(C(C=3N(C2=CC(=C1)F)N=C(N3)C)C)C 6-bromo-8-fluoro-2,4,5-trimethyl-4,5-dihydro-[1,2,4]triazolo[1,5-a]quinoxaline